(S)-2-amino-2-cycloheptyl-N-(5-(1,4-dimethyl-1H-pyrazol-5-yl)pyridin-2-yl)acetamide N[C@H](C(=O)NC1=NC=C(C=C1)C1=C(C=NN1C)C)C1CCCCCC1